N-[4-[3-(Cyclopropylmethyl)-1H-1,2,4-triazol-5-yl]phenyl]-3-[(1,1-dioxo-1,4-thiazinan-4-yl)methyl]benzamide C1(CC1)CC1=NNC(=N1)C1=CC=C(C=C1)NC(C1=CC(=CC=C1)CN1CCS(CC1)(=O)=O)=O